(S)-3-(trifluoromethyl)piperidine hydrochloride Cl.FC([C@@H]1CNCCC1)(F)F